CN(C(C(=O)C1=CC=C(C=C1)N1CCCCC1)(CC)CC1=CC=CC=C1)C 2-dimethylamino-2-benzyl-1-(4-piperidinylphenyl)-1-butanone